FC=1C=CC(=C(C1)C1=CC(=C(S1)C(=O)N[C@@H]1CN(CCC1)C(=O)OC(C)(C)C)NC(=O)N)OC tert-butyl (S)-3-(5-(5-fluoro-2-methoxyphenyl)-3-ureidothiophene-2-carboxamido)piperidine-1-carboxylate